C1=CC=CC=2C3=CC=CC=C3C(C12)COC(=O)NCC1=CC(=C(C(=O)O)C=C1)NC(=O)OCC=C 4-(((((9H-fluoren-9-yl)methoxy)carbonyl)amino)methyl)-2-(((allyloxy)carbonyl)amino)benzoic acid